C(C1=CC=CC=C1)N1CC2(CN(C2)C(=O)[C@@H]2C(C2)(C)C)C(C1)C1=CC=C(C=C1)[N+](=O)[O-] (6-benzyL-8-(4-nitrophenyl)-2,6-diazaspiro[3.4]octan-2-yl)((S)-2,2-dimethylcyclopropyl)methanone